(R)-1-(4-(1-(2,2-difluoroethyl)-3-phenyl-1H-pyrazol-4-yl)-7-(((S)-tetrahydrofuran-3-yl)oxy)quinazolin-6-yl)ethan-1-ol FC(CN1N=C(C(=C1)C1=NC=NC2=CC(=C(C=C12)[C@@H](C)O)O[C@@H]1COCC1)C1=CC=CC=C1)F